FC1(C(C=C(C=C1)F)F)CC(=O)O 1,2,4-trifluorophenylacetic acid